methyl (S)-2-((7-methyl-2-(4-sulfamoyl-2-(trifluoromethyl)phenyl)imidazo[1,2-a]pyridin-3-yl)methyl)morpholine-4-carboxylate CC1=CC=2N(C=C1)C(=C(N2)C2=C(C=C(C=C2)S(N)(=O)=O)C(F)(F)F)C[C@H]2CN(CCO2)C(=O)OC